1-(4-hydroxy-2-methylpyrido[3,4-d]pyrimidin-6-yl)piperidine-4-carbonitrile OC=1C2=C(N=C(N1)C)C=NC(=C2)N2CCC(CC2)C#N